O1C(CCCC1)CNC(CCCCCCCCC(=O)OCCC(CCCCC)CCCCC)CCCCCCCCC(=O)OCCC(CCCCC)CCCCC bis(3-pentyloctyl) 10-(((tetrahydro-2H-pyran-2-yl)methyl)amino)nonadecanedioate